1-(6-((4-(hydroxymethyl)-3-nitrobenzyl)amino)hexyl)-1H-pyrrole-2,5-dione OCC1=C(C=C(CNCCCCCCN2C(C=CC2=O)=O)C=C1)[N+](=O)[O-]